FC1=CC=C(C=C1)C1=NC(=NC=C1C=1C=C2C(=CC=NC2=CC1)C)NC(=O)N1CCOCC1 N-(4-(4-fluorophenyl)-5-(4-methylquinolin-6-yl)pyrimidin-2-yl)morpholine-4-carboxamide